2-((1R,2s)-2-methoxycyclopentyl)-6-vinylquinoline CO[C@@H]1[C@H](CCC1)C1=NC2=CC=C(C=C2C=C1)C=C